BrC=1C(=CC=C2C(=CNC12)S(=O)(=O)NC1=NC=C(C(=N1)OC)CC(F)F)F 7-bromo-N-[5-(2,2-difluoroethyl)-4-methoxy-pyrimidin-2-yl]-6-fluoro-1H-indole-3-sulfonamide